CC1(CNC1)C(=O)C1=CC=C(C=C1)OC(F)(F)F (3-methyl-azetidin-3-yl)-(4-trifluoromethoxy-phenyl)-methanone